7-fluoro-5-methyl-N-[(1S,2S,3S,5R)-2,6,6-trimethylnorpinan-3-yl]-1H-pyrrolo[2,3-c]pyridine-2-carboxamide FC=1N=C(C=C2C1NC(=C2)C(=O)N[C@@H]2[C@H]([C@H]1C([C@@H](C2)C1)(C)C)C)C